2-(5-Fluoro-2-((4-(((1,1,1,3,3,3-hexafluoropropan-2-yl)oxy)carbonyl)piperazin-1-yl)methyl)phenoxy)-2-methylpropanoic acid FC=1C=CC(=C(OC(C(=O)O)(C)C)C1)CN1CCN(CC1)C(=O)OC(C(F)(F)F)C(F)(F)F